FCC1(CC1)N1C=C2C(N=C(N=C2N[C@H](C)C2=C(C(=CC=C2)[N+](=O)[O-])C)C)=C(C1=O)OC([2H])([2H])[2H] (R)-6-(1-(fluoromethyl)cyclopropyl)-8-(methoxy-d3)-2-methyl-4-((1-(2-methyl-3-nitrophenyl)ethyl)amino)pyrido[4,3-d]pyrimidine-7(6H)-one